calcium citrate C(CC(O)(C(=O)[O-])CC(=O)[O-])(=O)[O-].[Ca+2].C(CC(O)(C(=O)[O-])CC(=O)[O-])(=O)[O-].[Ca+2].[Ca+2]